ClC1=NC=NC(=C1N)C(=C)C 4-chloro-6-(prop-1-en-2-yl)pyrimidin-5-amine